ClC1=CC=C(C=C1)C=1C=C(C(N(N1)C=1C=NC=C(C1)F)=O)C(=O)N[C@H]1[C@H](CCCC1)O 6-(4-chlorophenyl)-2-(5-fluoropyridin-3-yl)-N-[(cis)-2-hydroxycyclohexyl]-3-oxo-2,3-dihydropyridazine-4-carboxamide